2-(5-(difluoromethyl)-1H-pyrazol-4-yl)-4-(2,8-diazaspiro[4.5]decan-8-yl)pyrido[3,4-d]pyrimidine FC(C1=C(C=NN1)C=1N=C(C2=C(N1)C=NC=C2)N2CCC1(CCNC1)CC2)F